3-Ethyl-1-buten C(C)C(C=C)C